COC1=NN(C2=CC=C(C=C12)CNC(OC(C)(C)C)=O)C tert-butyl N-[(3-methoxy-1-methyl-indazol-5-yl)methyl]carbamate